5-(4-Methyl-1H-imidazol-1-yl)-2-[3-(2,2,6,6-tetramethylpiperidin-4-yl)-3H-[1,2,3]triazolo[4,5-c]pyridazin-6-yl]phenol CC=1N=CN(C1)C=1C=CC(=C(C1)O)C1=CC2=C(N=N1)N(N=N2)C2CC(NC(C2)(C)C)(C)C